NC(C)(C)C1=CC(=NC(=C1)C1=CC=C(C=C1)F)OC1[C@@H]2CN(C[C@H]12)C(=O)C=1C=C(C=2N(C1)C=C(N2)C)C(F)(F)F ((1R,5S,6s)-6-((4-(2-aminopropan-2-yl)-6-(4-fluorophenyl)pyridin-2-yl)oxy)-3-azabicyclo[3.1.0]hexan-3-yl)(2-methyl-8-(trifluoromethyl)imidazo[1,2-a]pyridin-6-yl)methanone